3-Chloro-8-ethyl-6-(2-oxa-7-azaspiro[4.4]nonane-7-carbonyl)pyrido[2,3-c]pyridazin-5-one ClC1=CC2=C(N=N1)N(C=C(C2=O)C(=O)N2CC1(CCOC1)CC2)CC